NCC1CCC2=C(C(C=3C=CC=CC3C2=O)=O)CC1 8-(aminomethyl)-7,8,9,10-tetrahydro-5H-cyclohepta[b]naphthalene-5,11(6H)-dione